(1-(Morpholinomethyl)cyclopropyl)methanol Francium [Fr].O1CCN(CC1)CC1(CC1)CO